4-bromo-2-chloro-5-methoxybenzenesulfonyl chloride BrC1=CC(=C(C=C1OC)S(=O)(=O)Cl)Cl